N-[3-[2-(cyclohexyl-amino)imidazo[2,1-b][1,3,4]thiadiazol-5-yl]phenyl]meth-anesulfonamide C1(CCCCC1)NC1=NN2C(S1)=NC=C2C=2C=C(C=CC2)NS(=O)(=O)C